CC1(C(CC2=CC=CC=C12)NC1=CC=C(C=C1)[C@@H](C(F)(F)F)N(C(=O)OC1CN(C1)C(=O)OC(C)(C)C)C)C tert-Butyl 3-((((1S)-1-(4-((1,1-dimethyl-2,3-dihydro-1H-inden-2-yl)amino)phenyl)-2,2,2-trifluoroethyl)(methyl)carbamoyl)oxy)azetidine-1-carboxylate